NC1=CC=C(C=N1)C=1N=NN(C1)CC1=C(C=C(C(=O)NNC(C(F)F)=O)C=C1F)F 4-((4-(6-Aminopyridin-3-yl)-1H-1,2,3-triazol-1-yl)methyl)-N'-(2,2-difluoroacetyl)-3,5-difluorobenzoyl-hydrazine